hexahydro-4,8-ethano-1H,3H-benzo[1,2-c:4,5-c']difuran-1,3,5,7-tetrone C1(C2C(C(O1)=O)C1C3C(C(OC3=O)=O)C2CC1)=O